(2R,4S)-2-[2-chloro-4-(4-chlorophenoxy)phenyl]-4-methyl-1,3-dioxolan ClC1=C(C=CC(=C1)OC1=CC=C(C=C1)Cl)[C@@H]1OC[C@@H](O1)C